C(C)(C)CC(=O)O.C(C)(=O)OCC ethyl acetate (isopropyl acetate)